2-methyl-3-[(2E,7R,11R)-3,7,11,15-tetramethylhexadec-2-en-1-yl]-1,4-naphthoquinone CC=1C(C2=CC=CC=C2C(C1C\C=C(\CCC[C@@H](CCC[C@@H](CCCC(C)C)C)C)/C)=O)=O